C(CCC(=O)[O-])(=O)OCC1=CC=CC=C1 Benzyl Succinate